NC/C(/CN1N=CN(C1=O)C1=NC(=CC=C1)C#CC=1C=CC2=C(OCCN2)N1)=C\F 2-[(E)-2-(aminomethyl)-3-fluoro-allyl]-4-[6-[2-(2,3-dihydro-1H-pyrido[2,3-b][1,4]oxazin-6-yl)ethynyl]-2-pyridyl]-1,2,4-triazol-3-one